C(C)(=O)O[C@H]1[C@H](OC(C)=O)[C@@H](OC(C)=O)[C@@H](OC(C)=O)[C@H](O1)COC(C)=O 1,2,3,4,6-penta-O-acetyl-beta-D-galactopyranose